NCC1=CC=C(C=C1)CNC1=C(C(=NN1C(C1=CC=CC=C1)=O)C1CC(N(C1C)S(=O)(=O)C)O)F 4-[5-({[4-(aminomethyl)phenyl]methyl}amino)-1-benzoyl-4-fluoro-1H-pyrazol-3-yl]-1-methanesulfonyl-5-methylpyrrolidin-2-ol